5-(benzyloxy)pentyl methanesulfonate CS(=O)(=O)OCCCCCOCC1=CC=CC=C1